(-)-8-((1R,2R)-2-hydroxy-2-methylcyclopentyl)-6-methyl-2-((1-(methylsulfonyl)piperidin-4-yl-4-d)amino)pyrido[2,3-d]pyrimidin-7(8H)-one O[C@]1([C@@H](CCC1)N1C(C(=CC2=C1N=C(N=C2)NC2(CCN(CC2)S(=O)(=O)C)[2H])C)=O)C